CC1CN(CCN1)C=O (3-methylpiperazin-1-yl)methanone